C1=CONC1=O ISOXAZOLONE